5'-methyl-3-(oxetan-2-yl)-4-pentyl-2'-(prop-1-en-2-yl)-1',2',3',4'-tetrahydro-[1,1'-biphenyl]-2,6-diol CC=1CCC(C(C1)C=1C(=C(C(=CC1O)CCCCC)C1OCC1)O)C(=C)C